NN1N(N(N(N(N1N)N)N)N)N hexaaminohexaazabenzene